FC(C1=NN=C(S1)N1N=CC2=C(C=C(C=C12)S(=O)(=O)N=C1COC1)N1CCN(CC1)C(=O)N1CCCC1)F 1-[5-(difluoromethyl)-1,3,4-thiadiazol-2-yl]-N-(oxetan-3-ylidene)-4-[4-(pyrrolidine-1-carbonyl)piperazin-1-yl]indazole-6-sulfonamide